1-(2,6-difluorophenyl)-1H-pyrazolo[3,4-d]pyrimidine-6-carboxylic acid FC1=C(C(=CC=C1)F)N1N=CC=2C1=NC(=NC2)C(=O)O